ClC1=C(C(=O)N2CCN(CC2)C(=O)OC(C)(C)C)C=CC(=C1)NC(=O)C=1N(C(=CN1)C=1C(=NN(C1)C1=NC=C(C=C1)[N+](=O)[O-])C(F)(F)F)C Tert-Butyl 4-(2-Chloro-4-(1-Methyl-5-(1-(5-Nitropyridin-2-yl)-3-(Trifluoromethyl)-Pyrazol-4-yl)-Imidazole-2-Carboxamido)Benzoyl)Piperazine-1-Carboxylate